spirobifluorene-2-boronic acid C12(C(=CC=C3C4=CC=CC=C4C=C13)B(O)O)C=CC=C1C3=CC=CC=C3C=C12